C(C)(=O)C1=C(C=C(C=C1)Cl)C1=CC(N(C=C1OC)C(C(=O)O)C(C1=C(C(=C(C(=C1[2H])[2H])[2H])[2H])[2H])([2H])[2H])=O 2-[4-(2-acetyl-5-chloro-phenyl)-5-methoxy-2-oxo-1-pyridinyl]-3,3-dideutero-3-(2,3,4,5,6-pentadeutero-phenyl)propionic acid